C([C@@]1(O)C[C@@H](O)[C@@H](O)[C@H](O1)[C@H](O)CO)(=O)O 3-deoxy-α-D-mannooctulosonic Acid